[Mo]=S.[W].[Co].[Ni] nickel cobalt tungsten molybdenum sulphide